ClC1=NC=C(C=C1C=O)Cl 2,5-dichloro-3-pyridinecarbaldehyde